propynyl (2-bromo)phenyl ether BrC1=C(C=CC=C1)OC#CC